CS(=O)(=O)CC1=CC=C(C=N1)NC=1N=CC2=C(N1)CN(CC2)C(=O)OC(C)(C)C tert-butyl 2-{[6-(methanesulfonylmethyl) pyridin-3-yl] amino}-5H,6H,7H,8H-pyrido[3,4-d]pyrimidine-7-carboxylate